5-amino-2-methyl-pyridine NC=1C=CC(=NC1)C